2-((3-chloro-1,1-difluoroprop-2-yn-1-yl)oxy)ethan-1-ol ClC#CC(F)(F)OCCO